S(N)(=O)(=O)C=1C=C(C=CC1N1N=CC(=C1)C(F)(F)F)CC(=O)N 3-sulfamoyl-4-[4-(trifluoromethyl)-1H-Pyrazol-1-yl]Phenyl-acetamide